3,4-dichloro-6-[2-(dimethylphosphoryl)pyrimidin-5-yl]-2-methyl-1,5-naphthyridine ClC=1C(=NC2=CC=C(N=C2C1Cl)C=1C=NC(=NC1)P(=O)(C)C)C